4-chloro-N-(3-cyanophenyl)-2-(4-fluoro-2-methoxyphenoxy)benzamide tert-butyl-3-(2-(((benzyloxy)carbonyl)amino)ethyl)-2,4-dioxa-9-azaspiro[5.5]undecane-9-carboxylate C(C)(C)(C)OC(=O)N1CCC2(COC(OC2)CCNC(=O)OCC2=CC=CC=C2)CC1.ClC1=CC(=C(C(=O)NC2=CC(=CC=C2)C#N)C=C1)OC1=C(C=C(C=C1)F)OC